C(C)(C)(C)OC(=O)N1C2CN(CC1C2)CCO[Si](C)(C)C(C)(C)C.CC2COCCN2C2=NC(=NC1=C2SC=C1)C1=C2C(=NC=C1)NC=C2 4-(3-methylmorpholino)-2-(1H-pyrrolo[2,3-b]pyridin-4-yl)thienopyrimidin tert-butyl-3-(2-((tert-butyldimethylsilyl)oxy)ethyl)-3,6-diazabicyclo[3.1.1]heptane-6-carboxylate